3-bromo-11,11-dimethyl-benzofluorene BrC=1C=CC2=C(C=CC=3C=4C=CC=CC4C(C23)(C)C)C1